CC1=NN2C(C(=CC(=C2)C[C@@H]2CC[C@H](CC2)C(=O)N2OCC[C@H]2C=2C=NC(=C(C2)F)C)C)=N1 trans-[4-[(2,8-dimethyl-[1,2,4]triazolo[1,5-a]pyridin-6-yl)methyl]cyclohexyl]-[(3S)-3-(5-fluoro-6-methylpyridin-3-yl)-1,2-oxazolidin-2-yl]methanone